Cl.C(C1=CC=CC=C1)N(C(=O)C=1C=NC2=CC=CC(=C2C1)NC1CCNCC1)C N-benzyl-N-methyl-5-(piperidin-4-ylamino)quinoline-3-carboxamide hydrochloride